5-amino-2-[(5-chloro-2-pyridyl)methyl]-7-(4-fluorophenyl)-8-[2-(hydroxymethyl)-6-methoxy-4-pyridyl]-[1,2,4]triazolo[4,3-c]pyrimidin-3-one NC1=NC(=C(C=2N1C(N(N2)CC2=NC=C(C=C2)Cl)=O)C2=CC(=NC(=C2)OC)CO)C2=CC=C(C=C2)F